(3'S,5S,7'R)-10'-((2,4-difluorobenzyl)carbamoyl)-3,3'-dimethyl-1',11'-dioxo-1',4',5',11'-tetrahydro-3'H,4H,7'H-spiro[isoxazole-5,6'-[2,7]methanopyrido[1,2-a][1,4]diazonin] FC1=C(CNC(=O)C=2C(C=C3N([C@H]4[C@]5(CC[C@@H](N(C3=O)C4)C)CC(=NO5)C)C2)=O)C=CC(=C1)F